N[C@H]1CC=C2C(=C3C=C(C(=CC=C13)OC)C)C(=C(C(=C2)OC)OC)OC (S)-7-amino-1,2,3,10-tetramethoxy-11-methyl-6,7-dihydrobenzo[a]heptalen